2'-(5-Methyl-4-{[3-(trifluoromethyl)azetidin-1-yl]carbonyl}-1H-imidazol-2-yl)-5-morpholin-4-yl-3,4'-bipyridine CC1=C(N=C(N1)C1=NC=CC(=C1)C=1C=NC=C(C1)N1CCOCC1)C(=O)N1CC(C1)C(F)(F)F